tert-butyl 6-(4-(trifluoromethyl)phenyl)-2-azaspiro[3.4]octane-2-carboxylate FC(C1=CC=C(C=C1)C1CC2(CN(C2)C(=O)OC(C)(C)C)CC1)(F)F